N1N=NC(=C1)C1CN(CC1)C1=NN=C(O1)C=1C=NC(=NC1)NCC1=CC2=C(OCO2)C=C1 5-(5-(3-(1H-1,2,3-triazol-4-yl)pyrrolidin-1-yl)-1,3,4-oxadiazol-2-yl)-N-(benzo[d][1,3]dioxol-5-ylmethyl)pyrimidin-2-amine